O=C1[C@H](CCCCCCC(=O)[O-])[C@H](CC1)C=CCCCCCC 9-oxoprost-13-en-1-oate